NCCCC=1N(N=C2C=CC=C(C12)C=1C=C(O[C@H]2C[C@H](N(C2)C(=O)OC(C)(C)C)C(=O)O)C=CC1)C (2S,4S)-4-[3-[3-(3-aminopropyl)-2-methyl-indazol-4-yl]phenoxy]-1-tert-butoxycarbonyl-pyrrolidine-2-carboxylic acid